nickel manganese carbonate salt C([O-])([O-])=O.[Mn+2].[Ni+2].C([O-])([O-])=O